NC1=NC(=C(C(=C1C#N)C1=CC=C(C=C1)OC(CO)(F)F)C#N)SCC1COC1 2-amino-4-[4-(1,1-difluoro-2-hydroxy-ethoxy)phenyl]-6-(oxetan-3-ylmethylsulfanyl)pyridine-3,5-dicarbonitrile